OC=1C=C(C=C(C1)O)C(=O)NN 3,5-dihydroxybenzenehydrazide